C(C)(C)(C)S(=O)N=CCCCC#C 6-(tert-butylsulfinylimino)hex-1-yne